OC1(CS(C1)(=O)=O)C1(CN(CC1)C(C1=CC=C(C=C1)OC)=O)COC1=CC=C(C=C1)C1=CC=C(C=C1)C#N 4'-((3-(3-hydroxy-1,1-dioxidothietan-3-yl)-1-(4-methoxybenzoyl)pyrrolidin-3-yl)methoxy)-[1,1'-biphenyl]-4-carbonitrile